BrC1=CC=2C(C3=C(SC4=C3SC3=C4C(C4=C3SC(=C4)Br)(C4=CC=C(C=C4)OCCCCCCCC)C4=CC=C(C=C4)OCCCCCCCC)C2S1)(C1=CC=C(C=C1)OCCCCCCCC)C1=CC=C(C=C1)OCCCCCCCC 2,7-dibromo-4,4,9,9-tetrakis(4-(octyloxy)phenyl)-4,9-dihydro-thieno[3',2':4,5]cyclopenta[1,2-b]thieno[2'',3'':3',4']cyclopenta[1',2':4,5]thieno[2,3-d]thiophene